FC(CC(=O)N1CCN(CC1)C([C@H]1NCCC1)=O)(F)F (S)-3,3,3-trifluoro-1-(4-prolylpiperazin-1-yl)propan-1-one